(Z)-3-[3-[3,5-bis(trifluoromethyl)phenyl]-1,2,4-triazol-1-yl]-N-pyridin-2-ylprop-2-enehydrazide FC(C=1C=C(C=C(C1)C(F)(F)F)C1=NN(C=N1)\C=C/C(=O)N(N)C1=NC=CC=C1)(F)F